2-((S)-4-((R)-4-chloro-2'-(((2S,5S)-1,5-dimethylpyrrolidin-2-yl)methoxy)-2,3,5',8'-tetrahydro-6'H-spiro[inden-1,7'-quinazolin]-4'-yl)-1-(2-fluoroacryloyl)piperazin-2-yl)acetonitrile ClC1=C2CC[C@@]3(CCC=4C(=NC(=NC4C3)OC[C@H]3N([C@H](CC3)C)C)N3C[C@@H](N(CC3)C(C(=C)F)=O)CC#N)C2=CC=C1